tert-butyl 6-(((4-(trifluoromethyl)cyclohexyl)methyl)amino)-2-azaspiro[3.3]heptane-2-carboxylate FC(C1CCC(CC1)CNC1CC2(CN(C2)C(=O)OC(C)(C)C)C1)(F)F